bis[1-(pyridine-2-ylmethyl)-benzimidazole-2-ylmethyl] ether N1=C(C=CC=C1)CN1C(=NC2=C1C=CC=C2)COCC2=NC1=C(N2CC2=NC=CC=C2)C=CC=C1